CCCC(=O)NCC(=O)O The molecule is a N-acylglycine obtained by formal condensation of the carboxy group of butyric acid with the amino group of glycine. It has a role as a human urinary metabolite. It derives from a butyric acid. It is a conjugate acid of a butyrylglycinate.